NC[C@H](CC(=O)O)C[C@@H](CCOC1=CC(=CC=C1)OC)C (3s,5s)-3-aminomethyl-7-(3-methoxy-phenoxy)-5-methyl-heptanoic acid